(E)-N-(4-(N-acetyl-O-benzyl-D-seryl)aminophenyl)-α-cyano-3-(3-hydroxymethyl-4-hydroxyphenyl)acrylamide C(C)(=O)N[C@H](COCC1=CC=CC=C1)C(=O)NC1=CC=C(C=C1)NC(\C(=C\C1=CC(=C(C=C1)O)CO)\C#N)=O